1,2,3,4-tetrahydroanthraquinone C1CCCC=2C(C3=CC=CC=C3C(C12)=O)=O